6-(4-(4-((5-bromo-4-((5-(dimethylphosphoryl)quinoxalin-6-yl)amino)pyrimidin-2-yl)amino)-5-methoxy-2-(1-methyl-1H-pyrazol-4-yl)phenyl)piperazin-1-yl)hexanoic acid BrC=1C(=NC(=NC1)NC1=CC(=C(C=C1OC)N1CCN(CC1)CCCCCC(=O)O)C=1C=NN(C1)C)NC=1C(=C2N=CC=NC2=CC1)P(=O)(C)C